(3'R)-2-[6-amino-5-(trifluoromethyl)pyridin-3-yl]-N-[2-(pyridin-4-yl)propan-2-yl]-6,7-dihydrospiro[pyrazolo[5,1-c][1,4]oxazine-4,3'-pyrrolidine]-1'-carboxamide NC1=C(C=C(C=N1)C1=NN2C(=C1)[C@@]1(CN(CC1)C(=O)NC(C)(C)C1=CC=NC=C1)OCC2)C(F)(F)F